FC1(C[C@H]2C([C@H]2C1)CNC1=C(C=C(C=N1)S(=O)(=O)N(C)CC1=CC=C(C=C1)OC)C=1N=CN(C1)C)F 6-((((1R,5S,6r)-3,3-difluorobicyclo[3.1.0]hexane-6-yl)methyl)amino)-N-(4-methoxybenzyl)-N-methyl-5-(1-methyl-1H-imidazol-4-yl)pyridine-3-sulfonamide